Cl.Cl.C1(=CC=CC2=CC=CC=C12)NCCN N-(1-naphthyl)-1,2-diaminoethane dihydrochloride